6-Chloro-4-(isopropylamino)-N-methoxy-N-methyl-pyridine-3-carboxamide ClC1=CC(=C(C=N1)C(=O)N(C)OC)NC(C)C